3-{4-[(2-amino-4-pyrimidinyl)oxy]-3-ethylphenyl}-1-[3-fluoro-5-(trifluoromethyl)phenyl]-4-hydroxy-2-imidazolidinone NC1=NC=CC(=N1)OC1=C(C=C(C=C1)N1C(N(CC1O)C1=CC(=CC(=C1)C(F)(F)F)F)=O)CC